2-(4-chloropent-2-en-1-yl)cyclopentane-carboxylic acid ClC(C=CCC1C(CCC1)C(=O)O)C